C1NCC12CC(C2)CN2C(C=CC(=C2)C(F)(F)F)=O 1-(2-azaspiro[3.3]heptan-6-ylmethyl)-5-(trifluoromethyl)pyridin-2-one